C(C)(=O)OCC(=C=O)C1=C(C=C(C=C1)Cl)F 2-(4-chloro-2-fluorophenyl)-2-carbonylethyl acetate